BrC1=CC(=CC=2C(C3=C(OC12)CCC3)=O)F 5-bromo-7-fluoro-2,3-dihydro-1H-cyclopenta[b]chromen-9-one